1-(4-((4-((1H-indol-5-yl)amino)-7-methoxyquinazolin-6-yl)oxy)piperidin-1-yl)prop-2-en-1-one N1C=CC2=CC(=CC=C12)NC1=NC=NC2=CC(=C(C=C12)OC1CCN(CC1)C(C=C)=O)OC